C(#N)C1(CC1)N1CN=C(C2=C1N(C1=CC=CC=C21)C=2SC(=NN2)C(F)F)N2CCNCC2 N-(1-cyanocyclopropyl)-9-(5-(difluoromethyl)-1,3,4-thiadiazol-2-yl)-4-(piperazin-1-yl)-9H-pyrimido[4,5-b]Indole